FC1=CC(=C(C=C1)O)/C=N/C(CO)(C)C (E)-4-fluoro-2-{[(1-hydroxy-2-methylpropane-2-yl)imino]methyl}phenol